C(C)(C)(C)OC(=O)NC=1SC2=C(N1)C(=CC=C2)C2=C(C=C1C(=NC(=NC1=C2F)OCC21CCCN1C(CC2)=O)N2CCN(CC2)C(=O)OC(C)(C)C)Cl tert-Butyl 4-(7-(2-((tert-butoxycarbonyl)amino)benzo[d]thiazol-4-yl)-6-chloro-8-fluoro-2-((3-oxotetrahydro-1H-pyrrolizin-7a(5H)-yl)methoxy)quinazolin-4-yl)piperazine-1-carboxylate